CN(C(=O)C1=C(OC=2N=CN=C(C21)NC2(CC2)C)C)CC=2OC=CN2 N,6-dimethyl-4-[(1-methylcyclopropyl)amino]-N-(1,3-oxazol-2-ylmethyl)furo[2,3-d]pyrimidine-5-carboxamide